C1(CC1)N1N=CC(=C1)C1OCCC(C1)C1=C2C(N(C(=NC2=C(C=C1)C1=C(C=C(C=C1)C(F)(F)F)F)C)C)=O (2-(1-cyclopropyl-1H-pyrazol-4-yl)tetrahydro-2H-pyran-4-yl)-8-(2-fluoro-4-(trifluoromethyl)phenyl)-2,3-dimethylquinazolin-4(3H)-one